FC1=C(OC2=CC(=NC=C2)NC(=O)C2CC2)C=CC(=C1)[N+](=O)[O-] N-[4-(2-fluoro-4-nitrophenoxy)-2-pyridyl]cyclopropylcarboxamide